3-morpholinopropionic acid morpholide O1CCN(CC1)CCC(=O)N1CCOCC1